N-((4-naphthalene-2-yl)phenyl)-N-(5'-phenyl[1,1':2',1''-terphenyl]-4-yl)phenanthrene-9-amine C1=C(C=CC2=CC=CC=C12)C1=CC=C(C=C1)N(C=1C2=CC=CC=C2C=2C=CC=CC2C1)C1=CC=C(C=C1)C=1C(=CC=C(C1)C1=CC=CC=C1)C1=CC=CC=C1